O1CCN(CC1)C1=NC(=NC(=N1)N1CCOCC1)C1=CC2=C(N=C(S2)N(C)C)C=C1 6-(4,6-dimorpholino-1,3,5-triazin-2-yl)-N,N-dimethylbenzo[d]thiazol-2-amine